NC1=C(C=C(C=N1)C=1C=C(C=CC1)O)C1=CC(=C(C(=C1)OC)OC)OC 3-[6-amino-5-(3,4,5-trimethoxyphenyl)pyridin-3-yl]phenol